NC1=NN2C(N=C(C=C2)C=2C=C3CN(C(C3=C(C2)OC(F)(F)F)=O)[C@@H](C)C2CC2)=C1C(=O)NC1=CC=NC=C1 (S)-2-amino-5-(2-(1-cyclopropylethyl)-1-oxo-7-(trifluoromethoxy)isoindolin-5-yl)-N-(pyridin-4-yl)pyrazolo[1,5-a]pyrimidine-3-carboxamide